1-cyclopropyl-N-((5-(2-methoxypyridin-4-yl)-2,3-dihydro-1H-inden-4-yl)carbamoyl)-1H-pyrazole-3-sulfonamide C1(CC1)N1N=C(C=C1)S(=O)(=O)NC(NC1=C2CCCC2=CC=C1C1=CC(=NC=C1)OC)=O